2-(2,6-Dioxopiperidin-3-yl)-1,3-dioxoisoindol-4-yl triflate O(S(=O)(=O)C(F)(F)F)C1=C2C(N(C(C2=CC=C1)=O)C1C(NC(CC1)=O)=O)=O